(S)-5-[1-(2-chloro-6-fluoro-phenyl)-piperidin-4-yl]-4-methyl-7-(2-trifluoromethyl-benzyl)-2,4,5,7-tetrahydro-pyrazolo[3,4-d]pyrimidin-6-one ClC1=C(C(=CC=C1)F)N1CCC(CC1)N1C(N(C=2C([C@@H]1C)=CNN2)CC2=C(C=CC=C2)C(F)(F)F)=O